N-((1-(4-((1R,3R)-2-(bicyclo[1.1.1]pentan-1-yl)-3-methyl-2,3,4,9-tetrahydro-1H-pyrido[3,4-b]indol-1-yl)phenyl)piperidin-4-yl)methyl)propan-1-amine C12(CC(C1)C2)N2[C@@H](C=1NC3=CC=CC=C3C1C[C@H]2C)C2=CC=C(C=C2)N2CCC(CC2)CNCCC